C1(CCCCC1)CNC (cyclohexylmethyl)methylamine